FC=1C(=CC2=C(NC(OC2)=O)C1F)[C@@H](CN1C[C@@H]2[C@](C1)(C[C@H](C2)OC2=CC=CC=C2)O)O 7,8-difluoro-6-((S)-1-hydroxy-2-((3as,5S,6ar)-3a-hydroxy-5-phenoxyhexahydrocyclopenta[c]pyrrol-2(1H)-yl)ethyl)-1,4-dihydro-2H-benzo[d][1,3]oxazin-2-one